C(C)(C)C=1SC2=C(N1)C(=C(N2)C(=O)O)C 2-isopropyl-6-methyl-4H-pyrrolo[3,2-d]thiazole-5-carboxylic acid